NC1=NNC(C2=C1N(C=C2[C@H]2CN(CCC2)C(\C=C\[C@@H]2N(CC2)CC)=O)C2=CC=C(C=C2)OC2=C(C=CC=C2)F)=O 7-amino-3-((S)-1-((E)-3-((R)-1-ethylazetidin-2-yl)acryloyl)piperidin-3-yl)-1-(4-(2-fluorophenoxy)phenyl)-1,5-dihydro-4H-pyrrolo[2,3-d]pyridazin-4-one